1,2,4-benzotriazine hydrochloride Cl.N1=NC=NC2=C1C=CC=C2